(3-chloro-4-fluorophenyl)-4-(5-hydroxy-5-(3-((1-hydroxypropan-2-yl)oxy)-1-methyl-1H-pyrazol-5-yl)octahydropentalen-2-yl)-1-methyl-1H-imidazole-5-carboxamide ClC=1C=C(C=CC1F)C=1N(C(=C(N1)C1CC2CC(CC2C1)(C1=CC(=NN1C)OC(CO)C)O)C(=O)N)C